CS(=O)(=O)N1CCCC[C@H]1C(=O)N[C@@H](CC2=CC3=C(C=C2)N=C(C=C3)C4=C(C=CC=C4Cl)Cl)C(=O)O The molecule is a member of quinolines, a N-acylpiperidine, a sulfonamide, a dichlorobenzene, a N-acyl-L-amino acid and a non-proteinogenic amino acid derivative.